1-tert-butylazetidin-3-ol C(C)(C)(C)N1CC(C1)O